C1(=CC=CC=C1)C=1C(=NC(=C(C1C1=CC=C(C=C1)C=1C=NC=CC1)C1=CC=CC=C1)N1C2=CC=C(C=C2C=2C=C(C=CC12)N1C2=CC=CC=C2C=2C=CC=CC12)N1C2=CC=CC=C2C=2C=CC=CC12)N1C2=CC=C(C=C2C=2C=C(C=CC12)N1C2=CC=CC=C2C=2C=CC=CC12)N1C2=CC=CC=C2C=2C=CC=CC12 9',9''''-(3,5-diphenyl-4-(4-(pyridin-3-yl)phenyl)pyridine-2,6-diyl)bis(9'H-9,3':6',9''-tercarbazole)